CN1C(C(=C(C2=CC=C(C=C12)C)N1CCC(CC1)(C=1OC2=C(N1)C=C(C=C2)C)C)C(=O)N)=O 1,7-Dimethyl-4-[4-methyl-4-(5-methyl-1,3-benzooxazol-2-yl)piperidin-1-yl]-2-oxo-1,2-dihydroquinoline-3-carboxamide